BrCCCOC Bromo-3-methoxypropan